C(C)(C)(C)OC(NC[C@@H]1N(CC(CC1)(F)F)C(=O)C1=NC(=NC=C1C)NC1=NC=CC(=C1)OC(F)(F)F)=O (R)-((5,5-Difluoro-1-(5-methyl-2-((4-(trifluoromethoxy)pyridin-2-yl)amino)pyrimidine-4-carbonyl)piperidin-2-yl)methyl)carbamic acid tert-butyl ester